5,7-dichloro-3-(tetrahydro-2H-pyran-2-yl)-3H-imidazo[4,5-b]pyridine ClC1=CC(=C2C(=N1)N(C=N2)C2OCCCC2)Cl